2-(2,8-Diazaspiro[4.5]decan-8-yl)benzonitrile C1NCCC12CCN(CC2)C2=C(C#N)C=CC=C2